1-(2-methoxy-4-(trifluoromethoxy)phenyl)-N-((3R,5S)-5-methyl-1-(1H-tetrazol-5-yl)piperidin-3-yl)cyclopropane-1-carboxamide COC1=C(C=CC(=C1)OC(F)(F)F)C1(CC1)C(=O)N[C@H]1CN(C[C@H](C1)C)C1=NN=NN1